3-(9-((4-(aminomethyl)-2-(benzyloxy)phenyl)carbamoyl)-4,5-dihydrobenzo[b]thieno[2,3-d]oxepin-8-yl)-6-(propylcarbamoyl)picolinic acid NCC1=CC(=C(C=C1)NC(=O)C1=CC2=C(OCCC3=C2SC=C3)C=C1C=1C(=NC(=CC1)C(NCCC)=O)C(=O)O)OCC1=CC=CC=C1